FC(S(=O)(=O)N1CCCN(CCN(CCCN(CCCCC1)S(=O)(=O)C(F)(F)F)S(=O)(=O)C(F)(F)F)S(=O)(=O)C(F)(F)F)(F)F 1,5,8,12-tetra(trifluoromethylsulfonyl)-1,5,8,12-tetraazacycloheptadecane